COC1=CC=C(C=C1)C(O)C=1N=COC1 (4-methoxyphenyl)(oxazol-4-yl)methanol